oct-5-ene trifluoroacetate FC(C(=O)O)(F)F.CCCCC=CCC